C(C)C1(OC2=C(C(C1)=O)C=C(C=C2)C2=NC(=NO2)C2=C(C=C(C=C2)NS(=O)(=O)C)OC)CC N-{4-[5-(2,2-diethyl-4-oxo-3,4-dihydro-2H-1-benzopyran-6-yl)-1,2,4-oxadiazol-3-yl]-3-methoxyphenyl}methane-sulfonamide